COC1=CC=C(CN2N=CC(=C(C2=O)C(F)(F)F)N[C@H](COCCC(=O)O)C)C=C1 (S)-3-(2-((1-(4-methoxybenzyl)-6-oxo-5-(trifluoromethyl)-1,6-dihydropyridazin-4-yl)amino)propaneOxy)propionic acid